FC1=CC(=C2OC[C@@H](N3C(=NC1=C32)C(=C)C)C)B3OC(C(O3)(C)C)(C)C (S)-8-Fluoro-3-methyl-2-(prop-1-en-2-yl)-6-(4,4,5,5-tetramethyl-1,3,2-dioxaborolan-2-yl)-3,4-dihydro-5-oxa-1,2a-diazaacenaphthylene